1-(2-(7H-pyrrolo[2,3-d]pyrimidin-4-yl)-2,6-dihydropyrrolo[3,4-c]pyrazol-5(4H)-yl)-3-amino-2-(4-chlorophenyl)propan-1-one N1=CN=C(C2=C1NC=C2)N2N=C1C(=C2)CN(C1)C(C(CN)C1=CC=C(C=C1)Cl)=O